O\N=C\C=1C(=C2C(NC(=NN2C1CCC)C=1C=C(C=CC1OCCC)S(=O)(=O)N1CCC(CC1)CCO[N+](=O)[O-])=O)C (E)-2-(1-((3-(6-((hydroxyimino)methyl)-5-methyl-4-oxo-7-propyl-3,4-dihydropyrrolo[2,1-f][1,2,4]triazin-2-yl)-4-propoxyphenyl)sulfonyl)piperidin-4-yl)ethylnitrat